2-[6-amino-5-[8-[2-[3-[2-(hydroxymethyl)-1-piperidinyl]prop-1-ynyl]-4-pyridinyl]-3,8-diazabicyclo[3.2.1]oct-3-yl]pyridazin-3-yl]phenol NC1=C(C=C(N=N1)C1=C(C=CC=C1)O)N1CC2CCC(C1)N2C2=CC(=NC=C2)C#CCN2C(CCCC2)CO